5-({1-[(3R)-4,4-difluoro-3-(4-methyl-1H-pyrazol-1-yl)butanoyl]-4-hydroxypiperidin-4-yl}methyl)-1-(4-fluorophenyl)-1H,4H,5H-pyrazolo[3,4-d]pyrimidin-4-one FC([C@@H](CC(=O)N1CCC(CC1)(O)CN1C=NC2=C(C1=O)C=NN2C2=CC=C(C=C2)F)N2N=CC(=C2)C)F